5-Bromo-2-chloro-N-[(1R,3R)-3-(oxan-2-yloxy)cyclohexyl]pyrimidin-4-amine BrC=1C(=NC(=NC1)Cl)N[C@H]1C[C@@H](CCC1)OC1OCCCC1